ClC1=CC=C(C=C1)C1=C(CCC(C1)(C)C)CN1CCN(CC1)C1=CC(=C(C(=O)NS(=O)(=O)C2=CC(=C(C=C2)NC2CCN(CC2)C)[N+](=O)[O-])C=C1)OC=1C=C2C=CNC2=CC1 4-(4-{[2-(4-chlorophenyl)-4,4-dimethylcyclohex-1-en-1-yl]methyl}piperazin-1-yl)-2-(1H-indol-5-yloxy)-N-({4-[(1-methylpiperidin-4-yl)amino]-3-nitrophenyl}sulfonyl)benzamide